aminotertiary butyl-pyrazole NC=1C(=NNC1)C(C)(C)C